N,N-bis(biphenyl-4-yl)-N-(6-phenyl-1,1':4',1''-terphenyl-3-yl)amine C1(=CC=C(C=C1)N(C=1C=C(C(=CC1)C1=CC=CC=C1)C1=CC=C(C=C1)C1=CC=CC=C1)C1=CC=C(C=C1)C1=CC=CC=C1)C1=CC=CC=C1